tert-Butyl (4R)-4-[(1S)-1-cyclopropyl-5-[methoxy(methyl)amino]-5-oxo-pent-3-enyl]-2,2-dimethyl-oxazolidine-3-carboxylate C1(CC1)[C@H](CC=CC(=O)N(C)OC)[C@H]1N(C(OC1)(C)C)C(=O)OC(C)(C)C